3-(benzyloxy)-1-methyl-1H-pyrazole-4-carboxylic acid C(C1=CC=CC=C1)OC1=NN(C=C1C(=O)O)C